6-Cyclopropanamido-4-{[3-methoxy-4-(1-methyl-1H-1,2,4-triazol-3-yl)pyridin-2-yl]amino}-N-(2H3)methylpyridazin-3-carboxamid C1(CC1)C(=O)NC1=CC(=C(N=N1)C(=O)NC([2H])([2H])[2H])NC1=NC=CC(=C1OC)C1=NN(C=N1)C